[(3,4-dimethoxyphenyl)methyl](2,2,2-trifluoroethyl)amine COC=1C=C(C=CC1OC)CNCC(F)(F)F